tert-butyl N-tert-butoxycarbonyl-N-(4,6-dimethoxy-5-vinyl-pyrimidin-2-yl)carbamate C(C)(C)(C)OC(=O)N(C(OC(C)(C)C)=O)C1=NC(=C(C(=N1)OC)C=C)OC